FC1=C2C=CC(=CC2=CC=C1)OCC1OC1 2-(((5-fluoronaphthalen-2-yl)oxy)methyl)oxirane